C(CCCCCCC)C1=CC=C(C=C1)C=1OC2=C(C1)C=CC=C2 2-(4-n-octylphenyl)-1-benzofuran